1-(2-aminopyrazolo[1,5-a]pyridin-6-yl)cyclopropanecarbonitrile NC1=NN2C(C=CC(=C2)C2(CC2)C#N)=C1